methyl 4-[1-(tert-butoxycarbonyl)piperidin-4-yl]-6-methylpyridine-3-carboxylate C(C)(C)(C)OC(=O)N1CCC(CC1)C1=C(C=NC(=C1)C)C(=O)OC